FC(CN1N=C(C=2C1=NC(=NC2)N2C(C1(CN(C1)C1=CC(=NC=C1)C(F)(F)F)CC2)=O)C)F 6-(1-(2,2-difluoroethyl)-3-methyl-1H-pyrazolo[3,4-d]pyrimidin-6-yl)-2-(2-(trifluoromethyl)pyridin-4-yl)-2,6-diazaspiro[3.4]octan-5-one